N-[4-[2-(2-Aminoethoxy)ethylcarbamoyl]-3-ethylphenyl]-5-[4-(difluoromethoxy)phenyl]-1-methylimidazol-2-carboxamid NCCOCCNC(=O)C1=C(C=C(C=C1)NC(=O)C=1N(C(=CN1)C1=CC=C(C=C1)OC(F)F)C)CC